C(CCC)[C@H]1N(S(C=2C(C1)N(C=C(C2OCC(C(=O)O)(C)C)SC)C2=CC=C(C=C2)F)(=O)=O)C (R)-3-((3-butyl-5-(4-fluorophenyl)-2-methyl-7-(methylsulfanyl)-1,1-dioxo-2,3,4,5-tetrahydro-1,2,5-benzothiadiazin-8-yl)oxy)-2,2-dimethylpropionic acid